(2-(4-fluoro-3-methoxyphenyl)pyridin-5-yl)methanol FC1=C(C=C(C=C1)C1=NC=C(C=C1)CO)OC